NC1=C2C([C@]3([C@](OC4=C3C=CC(=C4)[C@H](C)C4CC4)(C2=CC=C1)O)N1C(N(C(=C1C(=O)N)C)C)=O)=O ((4bR,9bR)-1-amino-7-((R)-1-cyclopropylethyl)-4b-hydroxy-10-oxo-9b,10-dihydro-4bH-indeno[1,2-b]benzofuran-9b-yl)-1,5-dimethyl-2-oxo-2,3-dihydro-1H-imidazole-4-carboxamide